C(C)(C)(C)[C@@H]1CC=2C=C3C(=NC2CC1)SC(=C3)C(=O)N[C@H](CC[NH+]3CCCC3)C3=CC=C(C=C3)C3=CNC(C=C3)=O |r| rac-(6S)-6-tert-butyl-N-[rac-(1R)-1-[4-(6-oxo-1H-pyridin-3-yl)phenyl]-3-pyrrolidin-1-ium-1-yl-propyl]-5,6,7,8-tetrahydrothieno[2,3-b]quinoline-2-carboxamide